5-chloro-N-cyclopropyl-2-[(2S)-2-(trifluoromethylsulfonylamino)propoxy]pyridine-4-carboxamide ClC=1C(=CC(=NC1)OC[C@H](C)NS(=O)(=O)C(F)(F)F)C(=O)NC1CC1